N-Cbz-prolinamide C(=O)(OCC1=CC=CC=C1)NC([C@H]1NCCC1)=O